OC(=O)CCCCCCCCC.OC(=O)CCCCCCCCC.OC(=O)CCCCCCCCC.C(O)CCC methylolpropane tricaprate